ClC1=NC(=CC(=C1)OCCOC)C(C)(F)F 2-Chloro-6-(1,1-difluoroethyl)-4-(2-methoxyethoxy)pyridine